F[C@H](C1(COC1)C=1C=C(C=CC1)N1C(C2=CC(=CC(=C2C1)C(F)(F)F)CN1CC(C1)(CCC)O)=O)C1=NN=CN1C (R)-2-(3-(3-(fluoro(4-methyl-4H-1,2,4-triazol-3-yl)methyl)oxetan-3-yl)phenyl)-6-((3-hydroxy-3-propylazetidin-1-yl)methyl)-4-(trifluoromethyl)isoindolin-1-one